4-[2-[[(3R)-1-Ethyl-3-piperidyl]amino]oxazolo[4,5-b]pyrazin-5-yl]-3-hydroxy-5-methyl-benzonitrile C(C)N1C[C@@H](CCC1)NC=1OC=2C(=NC(=CN2)C2=C(C=C(C#N)C=C2C)O)N1